N1NCC2C1=CC=CN2 tetrahydropyridopyrazole